C(CCC)S(=O)NC(C1=C(C=C(C=C1)C1=NOC(C1)(C(F)(F)F)C1=CC(=CC(=C1)Cl)Cl)C)=O N-(butylsulfinyl)-4-(5-(3,5-dichlorophenyl)-5-(trifluoromethyl)-4,5-dihydroisoxazol-3-yl)-2-methylbenzamide